C1(CC1)C1=NN(C=C1C1C(CCCC1)OC)[C@@H]1C[C@H](C1)CNC=1C=C2C(N(C(C2=CC1)=O)C1C(NC(CC1)=O)=O)=O 5-(((trans-3-(3-cyclopropyl-4-(2-methoxycyclohexyl)-1H-pyrazol-1-yl)cyclobutyl)methyl)amino)-2-(2,6-dioxopiperidin-3-yl)isoindoline-1,3-dione